3,4-difluoro-N-[2-[1-[(1R)-3-(hydroxyamino)-1-(2-naphthylmethyl)-3-oxo-propyl]triazol-4-yl]ethyl]benzamide FC=1C=C(C(=O)NCCC=2N=NN(C2)[C@@H](CC(=O)NO)CC2=CC3=CC=CC=C3C=C2)C=CC1F